C(C)(C)(C)OC(=O)N1C(CCC1)COC(=O)N1CCC(CC1)NC1=NC(=NC=2N1N=CC2C(C)C)C 4-((8-isopropyl-2-methylpyrazolo[1,5-a][1,3,5]triazin-4-yl)amino)piperidine-1-carboxylic acid (1-(tert-butoxycarbonyl)pyrrolidin-2-yl)methyl ester